zirconium (IV) bisphenolate C1(=CC=CC=C1)[O-].C1(=CC=CC=C1)[O-].[Zr+4]